O1C(=CC=C1)C1=CC=CC=C1C=C1C(N(C(S1)=NN=C1C(NC2=CC=C(C=C12)Cl)=O)C1=CC=CC=C1)=O 3-(2-(5-(furanbenzylidene)-3-phenyl-4-oxothiazolidin-2-ylidene)hydrazono)-5-chloro-1H-indol-2-one